3,4,5,6-Tetrahydropyrrolo[3,4-c]pyrrole-2(1H)-carboxylic acid tert-butyl ester C(C)(C)(C)OC(=O)N1CC=2CNCC2C1